quinazoline hydrochloride Cl.N1=CN=CC2=CC=CC=C12